BrC=1SC2=C(N1)SC(=N2)N([C@@H]2C[C@@H](N(CC2)C(=O)OC(C)(C)C)CO[Si](C)(C)C(C)(C)C)C tert-butyl (2R,4S)-4-((5-bromothiazolo[5,4-d]thiazol-2-yl)(methyl)amino)-2-(((tertbutyldimethylsilyl)oxy)methyl)piperidine-1-carboxylate